C(C)OC(=O)C=1C(=NC(=NC1)SC)NC1C(COCC1)F 4-((3-Fluorotetrahydro-2H-pyran-4-yl)amino)-2-(methylthio)pyrimidine-5-carboxylic acid ethyl ester